NC1=NC=2C=CC=CC2C2=C1NC(N2CC2=CC(=C(C=C2)CN2CCCC2)Cl)=O 4-amino-1-(3-chloro-4-(pyrrolidin-1-ylmethyl)benzyl)-1,3-dihydro-2H-imidazo[4,5-c]quinolin-2-one